FC(C12CCC(CC1)(C2)C2=NOC(=C2)N)(F)F 3-(4-(Trifluoromethyl)bicyclo[2.2.1]heptan-1-yl)isoxazol-5-amine